3-(N-((1,2,3,5,6,7-Hexahydro-s-indacen-4-yl)carbamoyl)sulfamoyl)-N,N-dimethylpropanamide, Potassium Salt [K].C1CCC2=C(C=3CCCC3C=C12)NC(=O)NS(=O)(=O)CCC(=O)N(C)C